C(C)(C)(C)NC(O[C@H]1C[C@H](CC1)C1=CC(=NN1)NC(CC1=NC=CC(=C1Cl)C)=O)=O (1R,3S)-3-(3-{[(3-chloro-4-methylpyridin-2-yl)-acetyl]amino}-1H-pyrazol-5-yl)cyclopentyl tert-butyl-carbamate